BrC1=C(N)C=C(C(=C1)OC)F 2-Bromo-5-fluoro-4-methoxyaniline